N-((S)-(4,4-difluorocyclohexyl)(5-((S)-2-methoxy-1-((S)-2-oxo-4-(trifluoromethyl)imidazolidin-1-yl)ethyl)benzo[d]oxazol-2-yl)methyl)-1-(ethyl-d5)-1H-pyrazole-5-carboxamide FC1(CCC(CC1)[C@H](NC(=O)C1=CC=NN1C(C([2H])([2H])[2H])([2H])[2H])C=1OC2=C(N1)C=C(C=C2)[C@@H](COC)N2C(N[C@@H](C2)C(F)(F)F)=O)F